COC[C@@H](C1=CC=CC=C1)NC=1NC(/C(/N1)=C/C=1C=C2C=NN(C2=CC1)C)=O (4Z)-2-[[(1R)-2-methoxy-1-phenyl-ethyl]amino]-4-[(1-methylindazol-5-yl)methylene]-1H-imidazol-5-one